N1(N=CC=C1)CC=1C=CC(=NC1OC)C(=O)N[S@@](=O)(=N)C1=C(C=CC(=C1)C(CO)(C)C)OC (S)-5-((1H-pyrazol-1-yl)methyl)-N-(5-(1-hydroxy-2-methylpropan-2-yl)-2-methoxyphenylsulfonimidoyl)-6-methoxypicolinamide